OC=1C=C(CNC2=C3N=CN(C3=NC=N2)[C@H]2[C@@H](O)[C@H](O)[C@H](O2)CO)C=CC1OC 6-(3-Hydroxy-4-methoxybenzylamino)-9-β-D-arabinofuranosylpurin